(1-(2-Chloroquinolin-5-yl)cyclopropyl)-2-methyl-5-((1-methylazetidin-2-yl)methoxy)benzamide ClC1=NC2=CC=CC(=C2C=C1)C1(CC1)C=1C(=C(C(=O)N)C=C(C1)OCC1N(CC1)C)C